[Bi].C1=C(C=CC2=CC=CC=C12)O 2-naphthol bismuth salt